3-cyclobutyl-5-(5,5-dimethyl-1,3,2-dioxaborolan-2-yl)-2-methoxypyridine C1(CCC1)C=1C(=NC=C(C1)B1OC(CO1)(C)C)OC